1-[(2-methylpyridin-3-yl)carbonyl]piperidin CC1=NC=CC=C1C(=O)N1CCCCC1